N-(5-((4-chlorobenzyl)oxy)-1,3,4-thiadiazol-2-yl)-5-(2-ethynylphenyl)pyrimidine ClC1=CC=C(COC2=NN=C(S2)N2CN=CC(=C2)C2=C(C=CC=C2)C#C)C=C1